C(C)N(C(C)C)[Al](C)C N-ethyl-N-isopropylaminodimethylaluminum